ClC=1C=C2C(=NC1)NN=C2C(F)(F)F 5-chloro-3-(trifluoromethyl)-1H-pyrazolo[3,4-b]pyridine